1-(4-(2-(3-bromophenyl)-2-oxoethoxy)-2-hydroxy-3-methylphenyl)butan-1-one BrC=1C=C(C=CC1)C(COC1=C(C(=C(C=C1)C(CCC)=O)O)C)=O